5-(4-fluorophenyl)-4-hydroxy-6-methylPhenylpyridine-3-carboxamide FC1=CC=C(C=C1)C=1C(=CC=C(C1C)C1=NC=CC=C1C(=O)N)O